2,3-dihydro-1H-inden-1-ol C1(CCC2=CC=CC=C12)O